T-amylimino-tris(diethylamino)niobium C(C)(C)(CC)N=[Nb](N(CC)CC)(N(CC)CC)N(CC)CC